FC(C(=O)[NH-])=CC1=CC=C(C=C1)C1=NC(=NC=C1C1=CC(=C(C=C1)OC1=NC=CC(=N1)C)F)NC=1C=NN(C1)C1CCNCC1 2-fluoro-N-(4-(5-(3-fluoro-4-((4-methylpyrimidin-2-yl)oxy)phenyl)-2-((1-(piperidine-4-yl)-1H-pyrazol-4-yl)amino)pyrimidin-4-yl)phenyl)acryloylamide